2-(4-(2-((2-(Bis(2-hydroxydecyl)amino)ethyl)disulfaneyl)ethyl)piperazin-1-yl)ethyl 5-(bis(2-hydroxytetradecyl)amino)pentanoate OC(CN(CCCCC(=O)OCCN1CCN(CC1)CCSSCCN(CC(CCCCCCCC)O)CC(CCCCCCCC)O)CC(CCCCCCCCCCCC)O)CCCCCCCCCCCC